(R)-3-cyclohexene-1-carboxylic acid methyl ester COC(=O)[C@H]1CC=CCC1